2-Amino-4-(3-(3-(dimethylamino)hexa-hydro-1H-furo[3,4-b]-pyrrol-1-yl)-5-fluoro-7,9-dihydrofuro[3,4-f]-quinazolin-6-yl)-7-fluorothieno[3,2-c]-pyridine-3-carbonitrile NC1=C(C=2C(=NC=C(C2S1)F)C=1C2=C(C=3C=NC(=NC3C1F)N1C3C(C(C1)N(C)C)COC3)COC2)C#N